(S)-3-(1-Acryloylpiperidin-3-yl)-7-amino-1-(4-(2-fluorophenoxy)phenyl)-1,5-dihydro-4H-pyrrolo[2,3-d]pyridazin-4-on C(C=C)(=O)N1C[C@@H](CCC1)C1=CN(C=2C(=NNC(C21)=O)N)C2=CC=C(C=C2)OC2=C(C=CC=C2)F